di-(2-(3,5-dimethyl-morpholino) ethyl) ether CC1COCC(N1CCOCCN1C(COCC1C)C)C